3-[2-amino-6-[3-(trifluoromethoxy)phenoxy]-3-pyridyl]-5,5-dimethyl-imidazolidine-2,4-dione NC1=NC(=CC=C1N1C(NC(C1=O)(C)C)=O)OC1=CC(=CC=C1)OC(F)(F)F